(3S,4S)-3-methoxy-4-methyl-pyrrolidine CO[C@@H]1CNC[C@@H]1C